(S)-8-(Benzyloxy)-7-methoxy-2-methylene-1,2,3,10,11,11a-hexahydro-5H-benzo[e]pyrrolo[1,2-a][1,4]diazepin-5-one C(C1=CC=CC=C1)OC=1C(=CC2=C(NC[C@H]3N(C2=O)CC(C3)=C)C1)OC